9-(2-(4-(4-methoxybenzyl)piperazin-1-yl)ethyl)-3-azaspiro[5.5]undecane COC1=CC=C(CN2CCN(CC2)CCC2CCC3(CCNCC3)CC2)C=C1